ClC1=C(C(=O)O)C(=CC=C1[N+](=O)[O-])F 2-chloro-6-fluoro-3-nitro-benzoic acid